(±)-1-[1-(1-benzothiophen-2-yl)ethyl]-1-hydroxyurea S1C(=CC2=C1C=CC=C2)[C@@H](C)N(C(=O)N)O |r|